NC=1N=C(C=C2C=C(N=CC12)NC(=O)[C@H]1[C@@H](C1)C#N)Cl trans-N-(8-amino-6-chloro-2,7-naphthyridin-3-yl)-2-cyanocyclopropane-1-carboxamide